FC=1C=C(C=NC1C)[C@H]1N(OCC1)C(=O)C1CCN(CC1)C1=NC=CC(=N1)N1C(CCC1(C)C)=O 1-[2-[4-[(3S)-3-(5-fluoro-6-methylpyridin-3-yl)-1,2-oxazolidine-2-carbonyl]piperidin-1-yl]pyrimidin-4-yl]-5,5-dimethylpyrrolidin-2-one